C(C)C=1C=CC(=NC1)CCOC1=CC=C(C=C1)C=C1C(NC(S1)=O)=O 5-[[4-[2-(5-ethyl-2-pyridinyl)-ethoxy]phenyl]methylene]-2,4-thiazolidinedione